N-(3-Chloro-5-(2-(4-methoxyphenyl)propan-2-yl)phenyl)-5-(2-(methylsulfonyl)propan-2-yl)benzo[b]thiophen-2-carboxamid ClC=1C=C(C=C(C1)C(C)(C)C1=CC=C(C=C1)OC)NC(=O)C1=CC2=C(S1)C=CC(=C2)C(C)(C)S(=O)(=O)C